1-(4-aminopyrimidin-2-yl)-5-fluoro-3,3-dimethylpiperidin-4-ol NC1=NC(=NC=C1)N1CC(C(C(C1)F)O)(C)C